OCC1C(CCCC1)CO 1,2-bis(hydroxymethyl)-cyclohexane